(R)-3-Chloro-4-(6-(fluoromethyl)-2-(5-fluoropyridin-2-yl)-6-methyl-4,5,6,7-tetrahydropyrazolo[1,5-a]pyridin-3-yl)-1H-pyrazolo[3,4-b]pyridine ClC1=NNC2=NC=CC(=C21)C=2C(=NN1C2CC[C@@](C1)(C)CF)C1=NC=C(C=C1)F